C(C)(C)(C)OC(=O)N1C2=C(C=C1CN(CC1CCC1)C(=O)OC(C)(C)C)SC(=C2)/C=N/O (E)-5-(((tert-butyloxycarbonyl)(cyclobutylmethyl)amino)methyl)-2-((hydroxyimino)methyl)-4H-thieno[3,2-b]pyrrole-4-carboxylic acid tert-butyl ester